7-((2r,5r)-2-(methoxymethyl)-5-methyl-4-(1-(quinoxalin-6-yl)ethyl)piperazin-1-yl)-4-methyl-2-(tetrahydro-2H-pyran-2-yl)-2,4-dihydro-5H-pyrazolo[4,3-b]pyridin-5-one COC[C@@H]1N(C[C@H](N(C1)C(C)C=1C=C2N=CC=NC2=CC1)C)C=1C=2C(N(C(C1)=O)C)=CN(N2)C2OCCCC2